OCC1(N(C[C@@H](C1)OC1OCCCC1)C(=O)OC(C)(C)C)C tert-butyl (4R)-2-(hydroxymethyl)-2-methyl-4-tetrahydropyran-2-yloxy-pyrrolidine-1-carboxylate